diisopropyl-ethyl-methyl-ammonium C(C)(C)[N+](C)(CC)C(C)C